ClCC(=O)OCC ethyl chloroacetate